2-methyl-mercaptobutyric acid CC(C(=O)O)(CC)S